2-(2,6-dioxopiperidin-3-yl)-5-((2-((3-(4-(pyridin-2-yl)piperazin-1-yl)phenyl)amino)ethyl)amino)isoindoline-1,3-dione O=C1NC(CCC1N1C(C2=CC=C(C=C2C1=O)NCCNC1=CC(=CC=C1)N1CCN(CC1)C1=NC=CC=C1)=O)=O